3-(4-bromobenzyl)pyrrolidine hydrochloride Cl.BrC1=CC=C(CC2CNCC2)C=C1